7-((3,3-Difluoropiperidin-4-yl)methyl)-2-(((S)-pent-2-yl)oxy)imidazo[2,1-f][1,2,4]triazin-4-amine FC1(CNCCC1CC1=CN=C2C(=NC(=NN21)O[C@@H](C)CCC)N)F